FC1=CC=C2C=C(C(=NC2=C1F)C)OC1=C(C(=CC=C1)F)C(C)(C)O 2-[2-[(7,8-difluoro-2-methyl-3-quinolyl)oxy]-6-fluoro-phenyl]propan-2-ol